C(CCCCCC(C)C)OC(C=C)=O Acrylic acid isononyl ester